COCC1(CCC1)CN(C1=C2C(=NC(=C1)C=1C=NC=C(C1)C(F)(F)F)N=C(N2)C2=CC=C(C=C2)N2CCN(CC2)CC(=O)OCC)C Ethyl [4-(4-{7-[{[1-(methoxymethyl)cyclobutyl]methyl}(methyl)amino]-5-[5-(trifluoromethyl)pyridin-3-yl]-1H-imidazo[4,5-b]pyridin-2-yl}phenyl)piperazin-1-yl]acetate